methyl N-[5-[8-acetamido-6-[(4-fluorophenyl)-methyl-carbamoyl]imidazo[1,2-a]pyridin-3-yl]-2-pyridyl]carbamate C(C)(=O)NC=1C=2N(C=C(C1)C(N(C)C1=CC=C(C=C1)F)=O)C(=CN2)C=2C=CC(=NC2)NC(OC)=O